[Cr].C1(=CC=CC=C1)C(C)C.C1(=CC=CC=C1)C(C)C bis-cumene chromium (0)